[OH-].C(C)[N+]1(C(CCCC1C)C)CC 1,1-diethyl-2,6-dimethylpiperidin-1-ium hydroxide